C(C1=CC=CC=C1)OC=1C(=CC(=NC1)OC1=C(C=C(C=C1Cl)N1N=C(C(NC1=O)=O)C(F)F)Cl)S(=O)(=O)NC1CS(C1)(=O)=O 5-benzyloxy-2-[2,6-dichloro-4-[6-(difluoromethyl)-3,5-dioxo-1,2,4-triazin-2-yl]-phenoxy]-N-(1,1-dioxothietan-3-yl)-pyridine-4-sulfonamide